1-(methacryloyloxy)propan-2-yl 5-oxo-5-thioureidopentanoate O=C(CCCC(=O)OC(COC(C(=C)C)=O)C)NC(=S)N